CC(CC=CCC(=O)O)C(C)C 6,7-dimethyl-3-octenoic acid